C(C(=C)C)(=O)OC1=CC=C(C=C1)C1=CC(=NC(=C1)C1=NC=CC=C1)C1=NC=CC=C1 4'-(4-methacryloxyphenyl)-2,2':6',2''-terpyridine